6-(Methylsulfanyl)-1,3,5-Triazin-2-Amine CSC1=NC=NC(=N1)N